6-(6-((5-fluoro-6-methoxypyridin-3-yl)methyl)-3,6-diazabicyclo[3.1.1]heptan-3-yl)-6-hydroxypyrazolo[1,5-a]pyridine-3-carbonitrile FC=1C=C(C=NC1OC)CN1C2CN(CC1C2)C2(C=CC=1N(C2)N=CC1C#N)O